COC1=CC=C(C=C1)C=CC(=O)N1CCNC2=CC=C(C=C12)OC 3-(4-methoxyphenyl)-1-(7-methoxy-1,2,3,4-tetrahydroquinoxalin-1-yl)prop-2-en-1-one